4-(6-cyclopropyl-3-pyridyl)-3-methyl-phenol C1(CC1)C1=CC=C(C=N1)C1=C(C=C(C=C1)O)C